COC=1C=C(C=CC1)C1CN(C1)C(CC1CN(CC1)C#N)=O 3-(2-(3-(3-methoxyphenyl)azetidin-1-yl)-2-oxoethyl)pyrrolidine-1-carbonitrile